3-(2-(2,4-dimethoxy-phenoxy)-5-(tri-fluoromethyl)nicotinamido)pyridine 1-oxide COC1=C(OC2=C(C(=O)NC=3C=[N+](C=CC3)[O-])C=C(C=N2)C(F)(F)F)C=CC(=C1)OC